(R)-N-(1-(3-(difluoromethyl)-2-fluorophenyl)ethyl)-6-(4,4-difluoropiperidin-1-yl)-7-Methoxyquinolin-4-amine FC(C=1C(=C(C=CC1)[C@@H](C)NC1=CC=NC2=CC(=C(C=C12)N1CCC(CC1)(F)F)OC)F)F